(R)-5-chloro-N-(1,1-dioxido-2,3-dihydrothiophen-3-yl)-2-hydroxy-3',4'-dimethyl-[1,1'-biphenyl]-4-carboxamide ClC=1C(=CC(=C(C1)C1=CC(=C(C=C1)C)C)O)C(=O)N[C@H]1CS(C=C1)(=O)=O